ClC=1C=C2C(=CN1)N(C(=C2)C=2C(=NC(=NC2OC)N(C(OC(C)(C)C)=O)C)OC)C Tert-butyl (5-(5-chloro-1-methyl-1H-pyrrolo[2,3-c]pyridin-2-yl)-4,6-dimethoxypyrimidin-2-yl)(methyl)carbamate